2-Fluoro-4-methoxy-N-[6-[4-(2-pyridyl)piperazin-1-yl]pyridazin-3-yl]benzamid FC1=C(C(=O)NC=2N=NC(=CC2)N2CCN(CC2)C2=NC=CC=C2)C=CC(=C1)OC